5-bromo-2H-triazolo[4,5-b]pyridine BrC=1C=CC=2C(N1)=NNN2